2-methoxylnicotinamide O(C)C1=C(C(=O)N)C=CC=N1